4-phosphonobutane-1,2,4-tricarboxylic acid P(=O)(O)(O)C(CC(CC(=O)O)C(=O)O)C(=O)O